CC1[C@H]2[C@@H](N([C@@H](CN1[C@H](C)C1=CC=CC=C1)C2)C(=O)OC(C)(C)C)C(=O)OC 6-(tert-butyl) 7-methyl (1S,5R,7R)-2-methyl-3-((R)-1-phenylethyl)-3,6-diazabicyclo[3.2.1]octane-6,7-dicarboxylate